ClC=1C=2N(C=C(C1)C(C)(F)F)C(=CN2)C(=C)C 8-chloro-6-(1,1-difluoroethyl)-3-isopropenyl-imidazo[1,2-a]pyridine